[4-[6-fluoro-2-[3-(trifluoromethyl)-1-bicyclo[1.1.1]pentanyl]-3H-imidazo[4,5-b]pyridin-7-yl]-1-piperidyl]-[4-(trifluoromethoxy)phenyl]methanone FC=1C(=C2C(=NC1)NC(=N2)C21CC(C2)(C1)C(F)(F)F)C1CCN(CC1)C(=O)C1=CC=C(C=C1)OC(F)(F)F